FC(O[C@@H]1C[C@H]2CC(CN2C1)=C)F (2R,7aR)-2-(difluoromethoxy)-6-methylenetetrahydro-1H-pyrrolizin